C1=CC(=C(C=C1CO)O)/C=C/C(=O)C(=O)O The molecule is a 2-oxo monocarboxylic acid that results from the formal aldol condensation of the methyl group of pyruvic acid with the aldehyde group of 2-hydroxy-4-(hydroxymethyl)benzaldehyde. It is a 2-oxo monocarboxylic acid, a member of phenols and an aromatic primary alcohol. It derives from a pyruvic acid.